N-(3-(((3-cyclopropyl-1-((2-(trimethylsilyl)ethoxy)methyl)-1H-pyrazolo[3,4-b]pyridin-5-yl)oxy)methyl)-2,4-difluorophenyl)-5-fluoro-2-methoxypyridine-3-sulfonamide C1(CC1)C1=NN(C2=NC=C(C=C21)OCC=2C(=C(C=CC2F)NS(=O)(=O)C=2C(=NC=C(C2)F)OC)F)COCC[Si](C)(C)C